1-(4-fluorophenyl)-5-(1-((1-propyl-1H-pyrazol-4-yl)sulfonyl)piperidin-4-yl)-1H-indazole FC1=CC=C(C=C1)N1N=CC2=CC(=CC=C12)C1CCN(CC1)S(=O)(=O)C=1C=NN(C1)CCC